6-(2,4-Dimethoxybenzyl)-4-((2,4-dimethoxybenzyl)amino)-5-(o-tolyl)-5,6-dihydro-7H-pyrrolo[3,4-b]pyridin-7-one COC1=C(CN2C(C3=NC=CC(=C3C2C2=C(C=CC=C2)C)NCC2=C(C=C(C=C2)OC)OC)=O)C=CC(=C1)OC